4,5-dichloro-2-(4-fluorophenoxy)-N-(3-sulfamoylphenyl)benzamide ClC1=CC(=C(C(=O)NC2=CC(=CC=C2)S(N)(=O)=O)C=C1Cl)OC1=CC=C(C=C1)F